COC=1C=C2CC[NH+](CC2=CC1OC)C 6,7-dimethoxy-2-methyl-1,2,3,4-tetrahydroisoquinolin-2-ium